methyl 5-(5-hydroxy-3-methyl-1H-pyrazol-1-yl)picolinate OC1=CC(=NN1C=1C=CC(=NC1)C(=O)OC)C